C(C=C)(=O)[Al].[Ni].[Ag] silver-nickel alloyl-aluminum